FC=1C=CC(=NC1C)C1=NNC=C1C1=NC2=CC(=CN=C2C=C1)N1CCNCC1 2-[3-(5-fluoro-6-methyl-2-pyridyl)-1H-pyrazol-4-yl]-7-piperazin-1-yl-1,5-naphthyridine